3-[(tert-butoxycarbonyl)amino]cyclobutanecarboxylic acid C(C)(C)(C)OC(=O)NC1CC(C1)C(=O)O